C(C=1C(O)=CC=CC1)=NC1=C(C=CC=C1)N N'-salicylidene-1,2-phenylenediamine